Ethyl-3-[3-methyl-2-oxo-5-[2-(4-piperidyl)ethynyl]benzimidazol-1-yl]piperidine-2,6-dione C(C)N1C(C(CCC1=O)N1C(N(C2=C1C=CC(=C2)C#CC2CCNCC2)C)=O)=O